OC=1C=C(C#N)C=CC1C(F)(F)F 3-hydroxy-4-(trifluoromethyl)benzonitrile